C(#C)C=1SC=C(N1)NC(=O)N[C@@H](C(N1CCC2(CCCC2)CC1)=O)CO (R)-1-(2-ethynylthiazol-4-yl)-3-(3-hydroxy-1-oxo-1-(8-azaspiro[4.5]decan-8-yl)propan-2-yl)urea